3-(6-(((3S,4S)-4-fluoropyrrolidin-3-yl)amino)pyridin-2-yl)imidazo[1,2-a]pyridine-7-carboxamide F[C@@H]1[C@H](CNC1)NC1=CC=CC(=N1)C1=CN=C2N1C=CC(=C2)C(=O)N